4,6-dichloro-N-methylpyridazin-3-carboxamide ClC1=C(N=NC(=C1)Cl)C(=O)NC